FC1=C(C=CC=C1OC)C1=CC=CC(=N1)OC1=CC=C2C=NNC2=C1 6-((6-(2-fluoro-3-methoxyphenyl)pyridin-2-yl)oxy)-1H-indazole